ClC1=C(C=C(C(=C1)C(C)(C)C)Cl)C(C)(C)C 1,4-dichloro-2,5-di-tert-butylbenzene